(3R)-3-amino-7-[5-(3-aminooxetan-3-yl)-1,2,4-oxadiazol-3-yl]-1,1-dioxo-5-[[4-[5-(trifluoromethyl)-1,2,4-oxadiazol-3-yl]phenyl]methyl]-2,3-dihydro-1lambda6,5-benzothiazepine-4-One N[C@H]1CS(C2=C(N(C1=O)CC1=CC=C(C=C1)C1=NOC(=N1)C(F)(F)F)C=C(C=C2)C2=NOC(=N2)C2(COC2)N)(=O)=O